FC(C(=NOS(=O)(=O)C(C(C(C(F)(F)F)(F)F)(F)F)(F)F)C1=CC=2CC3=CC=CC=C3C2C=C1)(C(C(C(F)F)(F)F)(F)F)F 2-(2,2,3,3,4,4,5,5-octafluoro-1-(nonafluorobutylsulfonyloxyimino)pentyl)fluorene